ClC1=CC=C(C=C1)C(=O)O (4-chlorophenyl)carboxylic acid